C(CCC)C1N(S(C2=C(N(C1)C1=CC=CC=C1)C=C(C=C2)OC)(=O)=O)C 3-butyl-7-methoxy-2-methyl-1,1-dioxido-5-phenyl-2,3,4,5-tetrahydro-1,2,5-benzothiadiazepin